CC(C(=O)O)OC1=C(C=C(C=C1)Cl)Cl The molecule is an aromatic ether that is 2-hydroxypropanoic acid in which the hydroxy group at position 2 has been converted to its 2,4-dichlorophenyl ether. It is a monocarboxylic acid, an aromatic ether and a dichlorobenzene.